FC(C1=NN=C(O1)C1=CN=C(S1)CN(C(C=CN1CCOCC1)=O)C=1C=NC=CC1)F N-({5-[5-(difluoromethyl)-1,3,4-oxadiazol-2-yl]-1,3-thiazol-2-yl}methyl)-3-(morpholin-4-yl)-N-(pyridin-3-yl)propenamide